CC=1C=C(C=CC1)C1=CC(=C(C(=N1)C1=CC=CC=C1)C1=CC=CC=C1)C1=CC=CC=C1 6-(3-methylphenyl)-2,3,4-triphenylpyridine